(S)-6-(1-amino-1,3-dihydrospiro[indene-2,4'-piperidin]-1'-yl)-3-(1-(2-(pyrrolidin-1-ylmethyl)pyridin-4-yl)cyclopropyl)-1,5-dihydro-4H-pyrazolo[3,4-d]pyrimidin-4-one N[C@@H]1C2=CC=CC=C2CC12CCN(CC2)C=2NC(C1=C(N2)NN=C1C1(CC1)C1=CC(=NC=C1)CN1CCCC1)=O